5-{6-[2-(5,7-Difluoro-quinolin-6-yl)-ethylamino]-pyrimidin-4-yl}-thiophene FC1=C2C=CC=NC2=CC(=C1CCNC1=CC(=NC=N1)C1=CC=CS1)F